COC(C1=C(C(=C(C(=C1)C=C)F)F)NC1=C(C=C(C=C1)OC)F)=O.CC=1C=CC=2C3=C(NC2C1)C(N(C=N3)CCC(=O)NCC3=CC(=CC=C3)C(F)(F)F)=O 3-(7-methyl-4-oxo-4,5-dihydro-3H-pyrimido[5,4-b]indol-3-yl)-N-(3-(trifluoromethyl)benzyl)propanamide methyl-3,4-difluoro-2-(2-fluoro-4-methoxyphenylamino)-5-vinylbenzoate